FC(C(O)C=1N(C=C(N1)CC1=C(C=NC=C1)C)COCC[Si](C)(C)C)(F)F 2,2,2-trifluoro-1-(4-((3-methylpyridin-4-yl)methyl)-1-((2-(trimethylsilyl)ethoxy)methyl)imidazol-2-yl)ethanol